BrC=1C(=NC2=CC=CC=C2C1C)O bromo-4-methylquinolin-2-ol